N-((1S,2R)-2-(6-fluoro-2,3-dimethylphenyl)-1-(5-oxo-4,5-dihydro-1,3,4-oxadiazol-2-yl)propyl)-2,3-dihydrobenzo[b][1,4]dioxin-5-sulfonamide FC1=CC=C(C(=C1[C@H]([C@@H](C=1OC(NN1)=O)NS(=O)(=O)C1=CC=CC=2OCCOC21)C)C)C